FC=1C=C(C=C(C1F)OCF)N1CCC=2C=C(N=CC2C1)C(=O)O 7-(3,4-difluoro-5-(fluoromethoxy)phenyl)-5,6,7,8-tetrahydro-2,7-naphthyridine-3-carboxylic acid